ClC1=NC2=CC(=NC=C2C=C1)NC1=C(C=CC=C1)F 2-chloro-N-(2-fluorophenyl)-1,6-naphthyridin-7-amine